5-bromo-3-chloro-4-methylpyridin-2-amine BrC=1C(=C(C(=NC1)N)Cl)C